C1(CCC1)C1=NNC2=CC=C(C=C12)C1=C2CN(C(C2=CC=C1)=O)CC(C(=O)N)=C 2-{[4-(3-cyclobutyl-1H-indazol-5-yl)-1-oxo-2,3-dihydro-1H-isoindol-2-yl]methyl}prop-2-enamide